(S,Z)-3-(1-((1-(2-Hydroxypropyl)-1H-pyrazol-3-yl)amino)ethylidene)-5-(4-methylpyridin-3-yl)-1H-pyrrolo[2,3-c]pyridin-2(3H)-one O[C@H](CN1N=C(C=C1)N\C(\C)=C\1/C(NC2=CN=C(C=C21)C=2C=NC=CC2C)=O)C